5-((2-(methylamino)quinolin-7-yl)methoxy)pyridin-3-ylboronic acid CNC1=NC2=CC(=CC=C2C=C1)COC=1C=C(C=NC1)B(O)O